Methyl (2-(4-aminophenyl)propan-2-yl)carbamate NC1=CC=C(C=C1)C(C)(C)NC(OC)=O